C1(CCCC1)N1C(C(=CC2=C1N=C(N=C2)NC2=CC(=C(C=C2)N2CCN(CC2)C)F)C#N)=O 8-cyclopentyl-2-((3-fluoro-4-(4-methylpiperazin-1-yl)phenyl)amino)-7-oxo-7,8-dihydropyrido[2,3-d]pyrimidine-6-carbonitrile